C[C@@H]1C(=CC2=CC=C(C=C2C1)OC(C(C(C([2H])([2H])[2H])([2H])[2H])([2H])[2H])([2H])[2H])CN1CC(C1)C(=O)O 1-[[(3S)-3-methyl-6-(1,1,2,2,3,3,4,4,4-nonadeuteriobutoxy)-3,4-dihydronaphthalen-2-yl]methyl]azetidine-3-carboxylic acid